Dodecylthioethyl acrylate C(C=C)(=O)OCCSCCCCCCCCCCCC